calcium oxide samarium borate B([O-])([O-])[O-].[Sm+3].[O-2].[Ca+2]